6-Amino-3-((1R,3R)-3-(5-amino-3-methyl-1H-1,2,4-triazol-1-yl)-4'-chloro-1',2'-dihydrospiro[cyclopentane-1,3'-pyrrolo[2,3-b]pyridin]-5'-yl)-2-fluoro-N,N-dimethylbenzamide NC1=CC=C(C(=C1C(=O)N(C)C)F)C=1C(=C2C(=NC1)NC[C@]21C[C@@H](CC1)N1N=C(N=C1N)C)Cl